O1COC2=C1C=CC(=C2)C=2C(=NC(=CN2)CCCO)N2CCC(CC2)C(=O)OC(C)(C)C tert-Butyl 1-(3-(benzo[d][1,3]dioxol-5-yl)-6-(3-hydroxypropyl)pyrazin-2-yl)piperidine-4-carboxylate